N#CSC#N cyanic thioanhydride